CC1=C(C=CC(=C1)N(C2=CC=CC=C2)C3=CC=CC4=CC=CC=C43)C5=C(C=C(C=C5)N(C6=CC=CC=C6)C7=CC=CC8=CC=CC=C87)C N,N'-Bis(naphthalen-1-yl)-N,N'-bis(phenyl)-2,2'-dimethylbenzidine